[Cl-].C(CCCCCCC)N1CC=C(C=C1)C N-octyl-4-methylpyridine chloride salt